C(CCC)C1=NC(=NN1C1=CC=C(C=C1)OC1=CC=C(C=C1)Cl)C1=CC=C(OCCCN(CC)CC)C=C1 3-(4-(5-Butyl-1-(4-(4-chlorophenoxy)phenyl)-1H-1,2,4-triazol-3-yl)phenoxy)-N,N-diethylpropane-1-amine